2-(1,3-dioxoisoindol-2-yl)ethyl 4-methylbenzenesulfonate CC1=CC=C(C=C1)S(=O)(=O)OCCN1C(C2=CC=CC=C2C1=O)=O